BrC1=CC=C(C=C1)N1C(=NC=2C1=NC(=CC2)C2=CC=CC=C2)C=2C(=NC=CC2)N 3-(3-(4-bromophenyl)-5-phenyl-3H-imidazo[4,5-b]pyridin-2-yl)pyridin-2-amine